CC=1OC2=C(C1C(=O)N)C=CC=C2 2-methylbenzofuran-3-carboxamide